Butyl 4-(methoxymethyl)-2-azabicyclo[2.2.2]octane-2-carboxylate COCC12CN(C(CC1)CC2)C(=O)OCCCC